CC1([C@H](CCC1)N1N=CC(=C1)C=1C=2N(C=C(N1)C=1C=NN(C1)C[C@H](CO)O)N=CC2)C (R)-3-(4-(4-(1-((S)-2,2-dimethylcyclopentyl)-1H-pyrazol-4-yl)pyrazolo[1,5-a]pyrazin-6-yl)-1H-pyrazol-1-yl)propane-1,2-diol